CN1N=CC(=C1C)C(=O)NC1COC2=C1C=CC(=C2)C2=NOC(=N2)C 1,5-dimethyl-N-(6-(5-methyl-1,2,4-oxadiazol-3-yl)-2,3-dihydrobenzofuran-3-yl)-1H-pyrazole-4-carboxamide